ClC1=C(C=CC=C1C1C(NC(CC1)=O)=O)C1=CC=C(C=C1)N1C(CC1)=O 3-(2-chloro-4'-(2-oxoazetidin-1-yl)-[1,1'-biphenyl]-3-yl)piperidine-2,6-dione